O1COC2=C1C=CC(=C2)C(C)=O 1-(benzo[d][1,3]dioxol-5-yl)ethanone